N1(C=NC=C1)CC(=O)C=1C=CC(=C(C1)N1C(=NC2=CC=CC=C2C1=O)CC1(CCN(CC1)C(COC1=CC=C(C=C1)Cl)=O)O)OC(C)C 3-(5-(2-(1H-imidazol-1-yl)acetyl)-2-isopropoxyphenyl)-2-((1-(2-(4-chlorophenoxy)acetyl)-4-hydroxypiperidin-4-yl)methyl)quinazolin-4(3H)-one